C(#N)CC(=O)NC1CC(CCC1)C(=O)N 3-(2-cyanoacetamido)cyclohexane-1-carboxamide